(2S,5S)-5-((S)-2-(2-hydroxyphenyl)-4,5-dihydrooxazol-4-yl)-1-methylpyrrolidine-2-carboxylic acid OC1=C(C=CC=C1)C=1OC[C@@H](N1)[C@@H]1CC[C@H](N1C)C(=O)O